CCCCCCCCCCCCCCCCCCCCOC[C@H](COP(=O)(O)OC[C@@H](C(=O)O)N)OC(=O)CCCCCCC/C=C\CCCCCCC 1-eicosyl-2-(9Z-heptadecenoyl)-glycero-3-phosphoserine